COS(=O)(=O)C1=CC=C(C=C1)[N+](=O)[O-].FC=1C=C2CN(C(C2=CC1OCC1=NC=C(C=C1)OC)=O)C1=NC=C(N=C1)OC 5-fluoro-2-(5-methoxypyrazin-2-yl)-6-((5-methoxypyridin-2-yl)methoxy)-isoindolin-1-one Methyl-4-nitrobenzenesulfonate